CC(=CCN1CCCC1)C 1-(3-methylbut-2-en-1-yl)pyrrolidin